CC=1C(=NC=C(C1)NC(=O)NC=1C=NC=2N(C1C1=CC(=C(C(=C1)OC)OC)OC)N=CC2)C2=NOC(=N2)CNC(OC(C)(C)C)=O tert-Butyl [(3-{3-methyl-5-[({[7-(3,4,5-trimethoxyphenyl)pyrazolo[1,5-a]pyrimidin-6-yl]amino}carbonyl)amino]pyridin-2-yl}-1,2,4-oxadiazol-5-yl)methyl]carbamate